CO[C@@H]1CN(CC1)C1=CC(=NC(=N1)C1=CC=CC=C1)C#N (S)-6-(3-methoxypyrrolidin-1-yl)-2-phenylpyrimidine-4-carbonitrile